2,2-dimethyl-3-oxo-3,4-dihydro-2H-benzo[b][1,4]oxazine-6-carboxylic acid methyl ester COC(=O)C1=CC2=C(OC(C(N2)=O)(C)C)C=C1